ClC=1C=C(C=CC1)C#CC1CN(C1)C(CC[C@H]1NC(OC1)=O)=O (4R)-4-[3-[3-[2-(3-Chlorophenyl)ethynyl]azetidin-1-yl]-3-oxo-propyl]oxazolidin-2-one